5-bromo-2-cyanophenyl 3-deoxy-3-[4-(2-hydroxythiazol-4-yl)-1H-1,2,3-triazol-1-yl]-2-O-methyl-1-thio-alpha-D-galactopyranoside OC=1SC=C(N1)C=1N=NN(C1)[C@@H]1[C@H]([C@@H](SC2=C(C=CC(=C2)Br)C#N)O[C@@H]([C@@H]1O)CO)OC